N-(1,1-dimethyl-3-imidazolylpropyl)acrylamide CC(CCC=1NC=CN1)(C)NC(C=C)=O